NN(C([O-])=O)C1CCC1 amino-cyclobutyl-carbamate